thianyl sulfone S1C(CCCC1)S(=O)(=O)C1SCCCC1